methylphosphonic acid (5-ethyl-2-methyl-2-oxo-1,3,2-dioxaphosphorinan-5-yl) methyl Ester COP(OC1(COP(OC1)(=O)C)CC)(=O)C